CCCCCCCCCCCCCCCC1=C(C(=CC(=O)O1)O)C The molecule is a 2-pyranone in which the hydrogens at positions 4, 5 and 6 of 2H-pyran-2-one are replaced by hydroxy, methyl and pentadecyl groups respectively. It is a member of 2-pyranones and a heteroaryl hydroxy compound.